FC1=C(CN2C3=C(C(=C(CC2=O)C(=O)OC)O)C=CC=C3)C(=CC=C1)F Methyl 1-(2,6-difluorobenzyl)-5-hydroxy-2-oxo-2,3-dihydro-1H-benzo[b]azepine-4-carboxylate